1,1-difluoro-2,2-dimethylethylene carbonate C1(OC(C(C)(C)O1)(F)F)=O